(2,4-dichloro-3-pyridyl)-(oxetan-3-yl)methanol ClC1=NC=CC(=C1C(O)C1COC1)Cl